4-[3-(5-Fluoro-2-pyridyl)-1-(trideuteriomethyl)pyrazol-4-yl]-1H-pyrrolo[2,3-b]pyridine FC=1C=CC(=NC1)C1=NN(C=C1C1=C2C(=NC=C1)NC=C2)C([2H])([2H])[2H]